CN(CCS(=O)(=O)[O-])C(CCCCCCC\C=C/CCCCCCCC)=O.[Na+] sodium 2-[methyloleoylamino]ethane-1-sulfonate